rel-(1R,4S)-4-methyl-2-oxocyclohexane-1-carboxylate C[C@@H]1CC([C@@H](CC1)C(=O)[O-])=O |o1:1,4|